FC(CC1CO1)(C(C(C(F)(F)F)(F)F)(F)F)F (2,2,3,3,4,4,5,5,5-nonafluoropentanyl) ethylene oxide